(6RS)-7-(4-bromo-3-chloro-benzoyl)-2-[4-(cyclopropoxy)phenyl]-N-[(1R)-1-(4-methoxyphenyl)ethyl]-6-methyl-3-oxo-6,8-dihydro-5H-imidazo[1,5-a]pyrazine-1-carboxamide BrC1=C(C=C(C(=O)N2CC=3N(C[C@H]2C)C(N(C3C(=O)N[C@H](C)C3=CC=C(C=C3)OC)C3=CC=C(C=C3)OC3CC3)=O)C=C1)Cl |&1:12|